2-fluoro-4-(tetramethyl-1,3,2-dioxaborolan-2-yl)aniline FC1=C(N)C=CC(=C1)B1OC(C(O1)(C)C)(C)C